C1=C2C=3C(C4=C(CC3NC2=CC=C1)C=CC=C4)=O 5,6-dihydro-benzo[b]carbazol-11-one